N=1N(N=CC1)C1=C(C=C(C=N1)NC(=O)[C@H]1CC(C2=C1C=NC=1N2N=C(C1)F)(C)C)C(F)(F)F (S)-N-(6-(2H-1,2,3-triazol-2-yl)-5-(trifluoromethyl)pyridin-3-yl)-2-fluoro-8,8-dimethyl-7,8-dihydro-6H-cyclopenta[e]pyrazolo[1,5-a]pyrimidine-6-carboxamide